ClC=1C=C(C=NC1)NC=1C=NC=2CCN(CC2C1)C=1C(=CC=2N(N1)C(C=CN2)=O)C 7-(3-((5-chloropyridin-3-yl)amino)-7,8-dihydro-1,6-naphthyridin-6(5H)-yl)-8-methyl-4H-pyrimido[1,2-b]pyridazin-4-one